CN1C=2N(C3=C(C=C(C=C3C1=O)C)C(C)NC1=C(C(=O)O)C=CC=C1)C=NC2C2=NC=CC=C2 2-((1-(4,7-Dimethyl-5-oxo-3-(pyridin-2-yl)-4,5-dihydroimidazo[1,5-a]quinazolin-9-yl)ethyl)amino)benzoic acid